N1C=C(C2=CC=CC=C12)C(=O)NC=1[Se]C(=CN1)C(=O)NC1=CC=C(C=C1)Br 2-(3-indolecarboxamido)-N-(4-bromophenyl)-1,3-selenazole-5-carboxamide